N-(2-(4-fluoro-1H-pyrazol-3-yl)propan-2-yl)-N-methylacetamide FC=1C(=NNC1)C(C)(C)N(C(C)=O)C